N1(CCOCC1)C(=O)C=1C=C2C=CC(=CC2=CC1)C=O 6-(morpholine-4-carbonyl)-2-naphthalenealdehyde